ClC1([C@H]([C@@H]1C1=CC(=C(C(=C1)F)Cl)Cl)C(=O)O)Cl trans-2,2-Dichloro-3-(3,4-dichloro-5-fluorophenyl)cyclopropane-1-carboxylic acid